1-methyl-2-propyl-2,3-dihydro-1H-pyrrole CN1C(CC=C1)CCC